5-{4-amino-5-[(4,4-difluoropiperidin-1-yl)methyl]pyrrolo[2,1-f][1,2,4]triazin-7-yl}-N-[(3R,4S)-1-(2,2-difluorocyclopropanecarbonyl)-4-fluoropyrrolidin-3-yl]-4-fluoro-2-methoxybenzamide NC1=NC=NN2C1=C(C=C2C=2C(=CC(=C(C(=O)N[C@@H]1CN(C[C@@H]1F)C(=O)C1C(C1)(F)F)C2)OC)F)CN2CCC(CC2)(F)F